N-(2-(4-((3-((1H-pyrazol-4-yl)amino)-5-(trifluoromethoxy)benzyl)amino)butoxy)ethyl)-6-(isoxazol-4-yl)-1H-pyrazolo[3,4-b]pyridin-4-amine N1N=CC(=C1)NC=1C=C(CNCCCCOCCNC=2C3=C(N=C(C2)C=2C=NOC2)NN=C3)C=C(C1)OC(F)(F)F